C(C=1C(C(=O)O)=CC=CC1)(=O)O phthaloic acid